1-(4-bromo-2-(methoxymethoxy)phenyl)-2-(3-bromo-6-methoxypyridine-2-yl)-2-methylpropane-1-one BrC1=CC(=C(C=C1)C(C(C)(C)C1=NC(=CC=C1Br)OC)=O)OCOC